C(C)(=O)OCCC\C=C\CCCCCCCC (e)-tridec-4-en-1-yl acetate